C(C)N1C=C(C2=CC(=CC=C12)F)C(=O)OC[C@@]1([C@H]([C@H]([C@@H](O1)N1C(=S)NC(=O)C=C1)O)O)C(F)(F)F C4'-trifluoromethylthiouridine ethyl-5-fluoro-1H-indole-3-carboxylate